tert-butyl N-(4-{[4-({3-[(tert-butoxycarbonyl)amino]butyl}amino)butyl]amino}butan-2-yl)carbamate C(C)(C)(C)OC(=O)NC(CCNCCCCNCCC(C)NC(OC(C)(C)C)=O)C